N-(2-chloro-3-{(4S)-1-[(1S*,3S*)-4,4-difluoro-3-methoxycyclohexyl]-2-imino-4-methyl-6-oxohexahydropyrimidin-4-yl}phenyl)-3-(2,2,2-trifluoroethyl)imidazole-4-carboxamide ClC1=C(C=CC=C1[C@]1(NC(N(C(C1)=O)[C@@H]1C[C@@H](C(CC1)(F)F)OC)=N)C)NC(=O)C=1N(C=NC1)CC(F)(F)F |o1:14,16|